C1=CC=CC2=CC3=CC=CC=C3C(=C12)C=1C2=CC=CC=C2C=C2C=CC=CC12 9,9'-bianthryl